4-[5-methyl-3-(trifluoromethyl)-1H-pyrazol-4-yl]-1,3-benzothiazole CC1=C(C(=NN1)C(F)(F)F)C1=CC=CC2=C1N=CS2